ClC1=NC=C(C(=C1)N1CCN(CC1)C(=O)OC(C)(C)C)F tert-Butyl 4-(2-chloro-5-fluoropyridin-4-yl)piperazine-1-carboxylate